FC1([C@H](C=2C(=CN(C2CC1)C1=CC(=C(C=C1)F)C(F)(F)F)S(=O)(=O)C)O)F (S)-5,5-difluoro-1-(4-fluoro-3-(trifluoromethyl)phenyl)-3-(methylsulfonyl)-4,5,6,7-tetrahydro-1H-indol-4-ol